4-(3-trifluoromethylphenoxy)-2-(4-tri-fluoromethylphenyl)pyrimidine FC(C=1C=C(OC2=NC(=NC=C2)C2=CC=C(C=C2)C(F)(F)F)C=CC1)(F)F